FC(OC1=CC=C(C=C1)C1=CN=C2N1C=CN=C2NC2=CC(=C(C(=O)N1CCN(CC1)C(=O)NC1=CC=NC=C1)C=C2)C)F 4-[4-[[3-[4-(difluoromethoxy)phenyl]imidazo[1,2-a]pyrazin-8-yl]amino]-2-methyl-benzoyl]-N-(4-pyridyl)piperazine-1-carboxamide